tert-butyl (S,E)-2-((5-(2-((dimethylcarbamoyl)oxy)-7-(methylamino)-7-oxohept-5-enamido)-6-oxopyrimidin-1(6H)-yl)methyl)-5-fluoro-7-(3,3,3-trifluoropropyl)-1H-indole-1-carboxylate CN(C(=O)O[C@H](C(=O)NC1=CN=CN(C1=O)CC=1N(C2=C(C=C(C=C2C1)F)CCC(F)(F)F)C(=O)OC(C)(C)C)CC\C=C\C(=O)NC)C